BrC=1N(C2=NC(=NC(=C2N1)N)[P@@](=O)(CCC)C)CC=1C=NC(=CC1)Cl 8-bromo-9-[(6-chloro-3-pyridyl)methyl]-2-[(S)-methyl(propyl)phosphoryl]purin-6-amine